2-bromo-5-chloro-6-fluoroiodobenzene BrC1=C(C(=C(C=C1)Cl)F)I